4-hydroxy-2,6-dimethylbenzamide OC1=CC(=C(C(=O)N)C(=C1)C)C